6-bromo-4-methylheptyl octyloxymethyl ether C(CCCCCCC)OCOCCCC(CC(C)Br)C